3-iodo-5-methoxy-1-p-toluenesulfonyl-1H-indole IC1=CN(C2=CC=C(C=C12)OC)S(=O)(=O)C1=CC=C(C)C=C1